2-(2-((2-(2,6-dioxopiperidin-3-yl)-1,3-dioxoisoindolin-4-yl)oxy)ethoxy)acetaldehyde O=C1NC(CCC1N1C(C2=CC=CC(=C2C1=O)OCCOCC=O)=O)=O